1-methyl-5-oxopyrrolidin CN1CCCC1=O